6-[2-[(2S,3R)-3-hydroxy-2-methyl-azetidin-1-yl]-6,7-dihydro-5H-cyclopenta[d]pyrimidin-4-yl]isoquinolin-3-ol O[C@H]1[C@@H](N(C1)C=1N=C(C2=C(N1)CCC2)C=2C=C1C=C(N=CC1=CC2)O)C